3-(6-chloro-3-methoxy-2-methylphenyl)-6-(6-morpholinopyridin-3-yl)-7-tosyl-3,7-dihydro-4H-pyrrolo[2,3-d]pyrimidin-4-one ClC1=CC=C(C(=C1N1C=NC2=C(C1=O)C=C(N2S(=O)(=O)C2=CC=C(C)C=C2)C=2C=NC(=CC2)N2CCOCC2)C)OC